FC1=CC=C(C=C1)S(=O)(=O)C12C=3C=CC(=NC3CCC1N(CC2)C(=O)[C@H]2[C@H](C[C@@H](CC2)C(=O)O)C)C(C(F)(F)F)(C(F)(F)F)F (1R,3S,4R)-4-(9b-((4-fluorophenyl)sulfonyl)-7-(perfluoropropan-2-yl)-2,3,3a,4,5,9b-hexahydro-1H-pyrrolo[3,2-f]quinoline-3-carbonyl)-3-methylcyclohexane-1-carboxylic acid